C1(=CC=CC=C1)C1=CC=NN1 5-Phenyl-1H-pyrazol